CC1OC1 Methyl-Oxirane